((2-(((S)-3,3-dimethyl-1-oxo-1-((S)-2-((S)-3-phenylpyrrolidine-1-carbonyl)pyrrolidin-1-yl)butan-2-yl)carbamoyl)benzo[b]thiophen-5-yl)difluoromethyl)phosphonic acid CC([C@@H](C(N1[C@@H](CCC1)C(=O)N1C[C@@H](CC1)C1=CC=CC=C1)=O)NC(=O)C1=CC2=C(S1)C=CC(=C2)C(F)(F)P(O)(O)=O)(C)C